Ruthenium (III) tribromide hydrate O.[Ru](Br)(Br)Br